CN(C1=C2C=CC(=NC2=CC(=C1)NC(OC(C)(C)C)=O)[C@@H]1[C@H](C1)C1=NC=CC(=N1)C)C |r| rac-tert-butyl (5-(dimethylamino)-2-((1S*,2S*)-2-(4-methylpyrimidin-2-yl)cyclopropyl)quinolin-7-yl)carbamate